BrC1=C(C(=CC=C1)C(F)F)F bromo-3-(difluoromethyl)-2-fluoro-benzene